3-bromo-6-chloro-1-methyl-1H-pyrazolo[3,4-d]pyrimidine BrC1=NN(C2=NC(=NC=C21)Cl)C